5-Fluoro-6-(2-methoxyethoxy)-3-[3-(4-{1H,4H,5H,6H-pyrrolo[3,4-c]pyrazol-5-carbonyl}phenyl)-1,2-oxazol-5-yl]-1H-indazol FC=1C=C2C(=NNC2=CC1OCCOC)C1=CC(=NO1)C1=CC=C(C=C1)C(=O)N1CC=2NN=CC2C1